S1C(=NC2=C1C=CC=C2)NC(=O)C=2C=CC=C1CCN(CC21)C2=CC=C(C(=N2)C(=O)NS(=O)(=O)CCCC(=O)OCC)C=2C=NN(C2C)CC2CCCCC2 ethyl 4-[[6-[8-(1,3-benzothiazol-2-ylcarbamoyl)-3,4-dihydro-1H-isoquinolin-2-yl]-3-[1-(cyclohexylmethyl)-5-methyl-pyrazol-4-yl]pyridine-2-carbonyl]sulfamoyl]butanoate